bicyclo[4.2.0]octa-1(6),2,4-trien-2-ol C1=2C(=CC=CC2CC1)O